N-Benzyl-4-(7-methyl-1-phenyl-3,4-dihydro-1H-isoquinolin-2-yl)-4-oxobutyric acid amide C(C1=CC=CC=C1)NC(CCC(=O)N1C(C2=CC(=CC=C2CC1)C)C1=CC=CC=C1)=O